ClC=1C=C(C=CC1F)NC(N([C@H](C)C1=CNC(C2=CC=CC=C12)=O)CCCNC(OC(C)(C)C)=O)=O |r| Racemic-tert-butyl (3-(3-(3-chloro-4-fluorophenyl)-1-(1-(1-oxo-1,2-dihydroisoquinolin-4-yl)ethyl)ureido)propyl)carbamate